Ethyl-5-bromo-3-chloro-4-methylthiophene C(C)C=1SC(=C(C1Cl)C)Br